N1,N1-dimethyl-N4-(3-methyl-2-(4-methylpiperidin-1-yl)phenyl)benzene-1,4-disulfonamide CN(S(=O)(=O)C1=CC=C(C=C1)S(=O)(=O)NC1=C(C(=CC=C1)C)N1CCC(CC1)C)C